Ethyl (5-bromobenzo[b]thiophen-3-yl)carbamate BrC1=CC2=C(SC=C2NC(OCC)=O)C=C1